C1=NC=CC=2C=CCC(C12)=O Isoquinolin-8-one